trans-(1r,3r)-3-((5-chloro-4-(1-(6-oxo-1,6-dihydropyridin-3-yl)-1H-pyrazol-4-yl)pyrimidin-2-yl)amino)-N-methylcyclobutane-1-carboxamide ClC=1C(=NC(=NC1)N[C@@H]1C[C@H](C1)C(=O)NC)C=1C=NN(C1)C1=CNC(C=C1)=O